N-phenyl-terephthalic acid monoamide C1(=CC=CC=C1)NC(C1=CC=C(C(=O)O)C=C1)=O